ClC1=CC(=C(C=C1Cl)C(NS(=O)C(C)(C)C)C1CCN(CC1)C=1OC=CN1)O N-[(4,5-dichloro-2-hydroxyphenyl)[1-(1,3-oxazol-2-yl)piperidin-4-yl]methyl]-2-methylpropane-2-sulfinamide